O1CC(CC2=CC=CC=C12)N1C(C2=CC(=C(C(=C2C1)C(C)NC1=C(C(=O)O)C=CC=C1)C)C)=O 2-((1-(2-(chroman-3-yl)-5,6-dimethyl-1-oxoisoindolin-4-yl)ethyl)amino)benzoic acid